[2-(difluoromethoxy)-6-methoxy-4-[2-methyl-6-(1-methylpyrazol-4-yl)-4-(oxetan-3-ylmethoxy)indazol-3-yl]phenyl]-[3-hydroxy-3-(trifluoromethyl)azetidin-1-yl]methanone FC(OC1=C(C(=CC(=C1)C=1N(N=C2C=C(C=C(C12)OCC1COC1)C=1C=NN(C1)C)C)OC)C(=O)N1CC(C1)(C(F)(F)F)O)F